methyl (2R)-2-[benzyloxycarbonyl-[2-(tert-butoxycarbonylamino)-ethyl]amino]-3-(4-nitrophenyl)propanoate C(C1=CC=CC=C1)OC(=O)N([C@@H](C(=O)OC)CC1=CC=C(C=C1)[N+](=O)[O-])CCNC(=O)OC(C)(C)C